Cl.FC1=C(C=CC(=C1)C(NC)=O)C=1N=C2SC3=C(N2C1)C=C(C(=C3)C(=O)NCCCN3CCC(CC3)F)OC 2-(2-fluoro-4-(methylcarbamoyl)phenyl)-N-(3-(4-fluoropiperidin-1-yl)propyl)-6-methoxybenzo[d]imidazo[2,1-b]thiazole-7-carboxamide hydrochloride